5-cyclopropyl-1-(2,3-dichlorophenyl)-2-methyl-6-oxo-1,6-dihydropyrimidin-4-yl-4-methylbenzene-1-sulfonic acid C1(CC1)C1=C(N=C(N(C1=O)C1=C(C(=CC=C1)Cl)Cl)C)C1=C(C=CC(=C1)C)S(=O)(=O)O